N1=CC=C(C=C1)C1=NC(=NC(=N1)C1=CC=NC=C1)C1=CC=NC=C1 2,4,6-tris(4-pyridinyl)-1,3,5-triazine